9H-fluoren-9-ylmethyl N-[(2S)-1-(1H-indol-3-yl)-3-oxopropan-2-yl]carbamate N1C=C(C2=CC=CC=C12)C[C@@H](C=O)NC(OCC1C2=CC=CC=C2C=2C=CC=CC12)=O